2-(8-(2-(2,6-dioxopiperidin-3-yl)-1,3-dioxoisoindol-4-yl)-2,8-diazaspiro[4.5]decan-2-yl)-N-methylacetamide O=C1NC(CCC1N1C(C2=CC=CC(=C2C1=O)N1CCC2(CCN(C2)CC(=O)NC)CC1)=O)=O